CC1=NC=C(C=N1)C(C)O 1-(2-Methylpyrimidin-5-yl)ethanol